(2S,4R)-4-(2-chloro-4-fluorophenylsulfonyl)-N-(1-cyanocyclopropyl)-1-(1-(trifluoromethyl)cyclopropanecarbonyl)pyrrolidine-2-carboxamide ClC1=C(C=CC(=C1)F)S(=O)(=O)[C@@H]1C[C@H](N(C1)C(=O)C1(CC1)C(F)(F)F)C(=O)NC1(CC1)C#N